NC1=NC(=C(C2=C1N=C(N2CC(C)(C)N(C(=O)N)C2CCCCC2)COCC)C)C N-(2-[4-amino-2-(ethoxymethyl)-6,7-dimethyl-1H-imidazo[4,5-c]pyridin-1-yl]-1,1-dimethylethyl)-N-cyclohexylurea